C(C)[Al](CC)CC Triethyl-aluminum